ClC=1C=C2C(=CC(=NC2=CC1)C(F)(F)F)N[C@@H]1C[C@@H](CCC1)NC(=O)C=1C=NN(C1C(F)F)CC(C)(C)O N-[(1R,3S)-3-{[6-chloro-2-(trifluoromethyl)quinolin-4-yl]amino}cyclohexyl]-5-(difluoromethyl)-1-(2-hydroxy-2-methylpropyl)-1H-pyrazole-4-carboxamide